4-(3-(4-(2-(1H-imidazol-1-yl)acetamido)-2,6-dimethylphenoxy)-5-methylphenyl)-N-ethyl-6-methyl-7-oxo-6,7-dihydro-1H-pyrrolo[2,3-c]pyridine-2-carboxamide N1(C=NC=C1)CC(=O)NC1=CC(=C(OC=2C=C(C=C(C2)C)C=2C3=C(C(N(C2)C)=O)NC(=C3)C(=O)NCC)C(=C1)C)C